6-oxa-2-azaspiro[3.4]octan-7-one C1NCC12COC(C2)=O